FC1([C@@H]2[C@H](N([C@H](C1)CC2)C(=O)C=2NC1=CC=CC(=C1C2)OC)C(=O)N[C@@H](/C=C\2/C(OCC2)=O)C[C@@H]2C(NCC2)=O)F (1S,3S,4S)-5,5-difluoro-2-(4-methoxy-1H-indole-2-carbonyl)-N-((R,E)-1-(2-oxodihydrofuran-3(2H)-ylidene)-3-((R)-2-oxopyrrolidin-3-yl)propan-2-yl)-2-azabicyclo[2.2.2]octane-3-carboxamide